NC=1C=C(C=C(C1)F)C(C)NC1=NC(=NC2=C3C(=C(C=C12)N1CCOCC1)CCC3)C N-(1-(3-amino-5-fluorophenyl)ethyl)-2-methyl-6-morpholino-8,9-dihydro-7H-cyclopenta[h]quinazolin-4-amine